FC(OC1CN(C1)C=1C=NN(C1)C12CC(C1)(C2)C(=O)OC)(F)F methyl 3-{4-[3-(trifluoromethoxy)azetidin-1-yl]-1H-pyrazol-1-yl}bicyclo[1.1.1]pentane-1-carboxylate